6-(3-isopropyl-5-(1-(oxetan-3-yl)piperidin-4-yl)-1H-indol-2-yl)-2-methyl-[1,2,4]triazolo[1,5-a]pyridine C(C)(C)C1=C(NC2=CC=C(C=C12)C1CCN(CC1)C1COC1)C=1C=CC=2N(C1)N=C(N2)C